ethyl 4-(((3R,6S)-1-((benzyloxy) carbonyl)-6-methylpiperidin-3-yl) amino)-7-(phenylsulfonyl)-7H-pyrrolo[2,3-d]pyrimidine-5-carboxylate C(C1=CC=CC=C1)OC(=O)N1C[C@@H](CC[C@@H]1C)NC=1C2=C(N=CN1)N(C=C2C(=O)OCC)S(=O)(=O)C2=CC=CC=C2